4,4-dimethyltetrahydro-2H-pyran-2-ol CC1(CC(OCC1)O)C